methanesulfonoic acid CS(=O)(=O)O